[(2S,3S,4R,5R)-5-[4-(3-bicyclo[3.1.0]-hexanylamino)-2-chloro-pyrrolo[2,3-d]-pyrimidin-7-yl]-3,4-dihydroxy-tetrahydro-furan-2-yl]methyl-sulfonylmethylphosphonic acid C12CC(CC2C1)NC=1C2=C(N=C(N1)Cl)N(C=C2)[C@H]2[C@@H]([C@@H]([C@H](O2)CS(=O)(=O)CP(O)(O)=O)O)O